Tert-butyl (1R,3s,5S)-3-(3-(fluoromethyl)-N-methyl-4-(2-(2-methylthieno[2,3-d]pyrimidin-4-yl)cyclopropyl)benzamido)-8-azabicyclo[3.2.1]octane-8-carboxylate FCC=1C=C(C(=O)N(C)C2C[C@H]3CC[C@@H](C2)N3C(=O)OC(C)(C)C)C=CC1C1C(C1)C=1C3=C(N=C(N1)C)SC=C3